N-[[3-(aminomethyl)phenyl]methyl]-ethanimidamide NCC=1C=C(C=CC1)CNC(C)=N